3-(5-{[(5-chlorothiophen-2-yl)methyl]amino}-1-(thiophene-3-carbonyl)-1H-pyrazol-3-yl)-3-methylpyrrolidin-2-one ClC1=CC=C(S1)CNC1=CC(=NN1C(=O)C1=CSC=C1)C1(C(NCC1)=O)C